C(C)=C1COC2(OC1)OCC(CO2)=CC 3,9-diethylidene-1,5,7,11-tetraoxaspiro[5.5]undecane